C1(=CC=CC=C1)COP(=O)(OCC1=CC=CC=C1)OC1=C(C=C(C=C1)C[C@](C(OCC1=CC=CC=C1)=O)(C)NNC(=O)C(CC(=O)OCC1=CC=CC=C1)(CC(=O)OCC1=CC=CC=C1)O)OCC1=CC=CC=C1 dibenzyl 3-[[[(2S)-3-[4-bis(phenylmethoxy)phosphoryloxy-3-phenylmethoxyphenyl]-2-methyl-1-oxo-1-phenylmethoxypropan-2-yl] amino] carbamoyl]-3-hydroxypentanedioate